C(CCC)OC(N)=N O-Butylisourea